CC1=CC=CC(=N1)C1=NC=CC(=N1)NC1=NC(=NC=C1)NC1=CC=C(C=C1)C=1C=NN(C1)CC(=O)OCC ethyl 2-[4-[4-[[4-[[2-(6-methyl-2-pyridyl)pyrimidin-4-yl]amino]pyrimidin-2-yl]amino]phenyl]pyrazol-1-yl]acetate